ClC=1C=C(COC2=CC=C3CCN(CC3=C2)CC2=NC3=C(N2C[C@H]2OCC2)C=C(C=C3)C(=O)O)C=CC1Cl (S)-2-((7-((3,4-dichlorobenzyl)oxy)-3,4-dihydroisoquinolin-2(1H)-yl)methyl)-1-((oxetan-2-yl)methyl)-1H-benzo[d]imidazole-6-carboxylic acid